(2R)-1-[(S)-(dimethylamino)[2-(diphenylphosphino)phenyl]methyl]-2-(diphenylphosphino)ferrocene CN(C)[C@@H]([C-]1C(=CC=C1)P(C1=CC=CC=C1)C1=CC=CC=C1)C1=C(C=CC=C1)P(C1=CC=CC=C1)C1=CC=CC=C1.[CH-]1C=CC=C1.[Fe+2]